(2S,6S*)-N-[(1S)-1-cyano-2-[4-(3-methyl-2-oxo-2,3-dihydro-1,3-benzoxazol-5-yl)phenyl]ethyl]-6-hydroxy-6-(hydroxymethyl)-1,4-oxazepane-2-carboxamide C(#N)[C@H](CC1=CC=C(C=C1)C=1C=CC2=C(N(C(O2)=O)C)C1)NC(=O)[C@H]1OC[C@](CNC1)(CO)O |o1:27|